C[C@]12CC[C@H]3[C@H]([C@@H]1CC[C@]2(C)O)CCC4=C3C=CC(=C4)O methyloestradiol